N-(5-((4-(trifluoromethyl)benzyl)oxy)-1H-indol-3-yl)spiro[3.3]heptane-2-carboxamide FC(C1=CC=C(COC=2C=C3C(=CNC3=CC2)NC(=O)C2CC3(C2)CCC3)C=C1)(F)F